C(C1=CC=CC=C1)OC(=O)NC1CN(CC1CO)C(=O)[O-] 3-(((benzyloxy)carbonyl)amino)-4-(hydroxymethyl)pyrrolidine-1-carboxylate